C1(CC1)C1=C(C(=NO1)C1=C(C=CC=C1Cl)Cl)C(=O)O[C@@H]1[C@@H]2CN([C@H](C1)C2)C=2SC1=C(N2)C(=CC(=C1)C(=O)OC)F methyl 2-[(1S,4S,5S)-5-[[5-cyclopropyl-3-(2,6-dichlorophenyl)-1,2-oxazol-4-yl]carbonyloxy]-2-azabicyclo[2.2.1]heptan-2-yl]-4-fluoro-1,3-benzothiazole-6-carboxylate